(R)-2-(benzyl(((1s,4S)-4-methoxycyclohexyl)methyl)amino)-1-(5-fluoro-pyridin-3-yl)ethan-1-ol C(C1=CC=CC=C1)N(C[C@H](O)C=1C=NC=C(C1)F)CC1CCC(CC1)OC